ClC1=CC=C(C=C1)[C@H](C(F)(F)F)N(S(=O)(=O)C1=CN=C2N1N=CC=C2)C (R)-N-(1-(4-chlorophenyl)-2,2,2-trifluoroethyl)-N-methylimidazo[1,2-b]pyridazine-3-sulfonamide